2-Chloro-6-(prop-1-en-2-yl)pyrazine ClC1=NC(=CN=C1)C(=C)C